4-(4-(Trifluoromethyl)-1H-imidazol-2-yl)cubane-1-carboxamide FC(C=1N=C(NC1)C12C3C4C5(C(C14)C2C53)C(=O)N)(F)F